FC(S(=O)(=O)C=1C=C(C(=O)O)C=C(C1)F)F 3-((difluoromethyl)sulfonyl)-5-fluorobenzoic acid